diphenylmethylene(cyclopentadienyl)(2,7-di-tert-butylfluorenyl)dimethylhafnium C1(=CC=CC=C1)C(C1=CC=CC=C1)=C[Hf](C)(C1=C(C=CC=2C3=CC=C(C=C3CC12)C(C)(C)C)C(C)(C)C)C1C=CC=C1